[N+](=O)([O-])C=1C=C(C=CC1)[N+]=1[N-]OC(C1)=O (3-nitrophenyl)sydnone